5-(4-(benzyloxy)-3-(2-cyclopropylethoxy)phenyl)-2,2-dimethylpyrrolidine C(C1=CC=CC=C1)OC1=C(C=C(C=C1)C1CCC(N1)(C)C)OCCC1CC1